1-propanesulfonic acid hydrochloride Cl.C(CC)S(=O)(=O)O